5-amino-2-(4-fluoro-2-(pyrimidin-5-ylamino)phenyl)-6-(5-methyl-1H-indazol-4-yl)pyrimidine-4-carboxamide NC=1C(=NC(=NC1C1=C2C=NNC2=CC=C1C)C1=C(C=C(C=C1)F)NC=1C=NC=NC1)C(=O)N